CON=C(C(=O)[O-])C1=C(C(=CC=C1)C)CO/N=C(\C)/C1=NC=CC(=C1)C(F)(F)F 2-methoxyimino-2-[3-methyl-2-[[(E)-1-[4-(trifluoromethyl)-2-pyridyl]ethylideneamino]oxymethyl]phenyl]acetate